C(C1=CC=CC=C1)NS(OCC(=O)N1C[C@@H](CCC1)N1N=C(C=2C1=NC=NC2N)C2=CC=C(C=C2)OC2=CC=CC=C2)(=O)=O (R)-2-(3-(4-amino-3-(4-phenoxyphenyl)-1H-pyrazolo[3,4-d]pyrimidin-1-yl)piperidin-1-yl)-2-oxoethyl benzylsulfamate